allyl-2-[4-[3-[(4,5-dichloro-1-methyl-indole-2-carbonyl)amino]oxetan-3-yl] phenyl]butanoate C(C=C)OC(C(CC)C1=CC=C(C=C1)C1(COC1)NC(=O)C=1N(C2=CC=C(C(=C2C1)Cl)Cl)C)=O